CCCCCCCCCCCCCCCCCCCCCCCCCCCCC n-Nonacosan